N-(4-Chlorophenyl)-P,P-diphenylphosphinothioic amide ClC1=CC=C(C=C1)NP(=S)(C1=CC=CC=C1)C1=CC=CC=C1